(S)-N-((R)-1-(3-bromo-5-fluoropyridin-2-yl)pent-4-en-1-yl)-2-methylpropane-2-sulfinamide BrC=1C(=NC=C(C1)F)[C@@H](CCC=C)N[S@@](=O)C(C)(C)C